C(C)S(=O)(=O)C=1C=C(C=NC1C1=NC=C2N1C=CC=C2OCC(C(F)(F)F)(F)F)N(C(C)=O)C N-[5-ethylsulfonyl-6-[8-(2,2,3,3,3-penta-fluoropropoxy)imidazo[1,5-a]pyridin-3-yl]-3-pyridyl]-N-methyl-acetamide